6-[2-(2-fluorophenyl)sulfonyl-2-azaspiro[3.3]heptan-6-yl]-7-methyl-7,8-dihydropyrimido[5,4-f]oxazepin-5-one FC1=C(C=CC=C1)S(=O)(=O)N1CC2(C1)CC(C2)C=2N(CN=C1C2C(C=CNO1)=O)C